C(C)(C)OC(=S)SC(=S)OC(C)C di(isopropoxy thiocarbonyl) sulfide